4-bromo-2-cyclobutoxy-N-(N,N-dimethylsulfamoyl)-5-fluorobenzamide BrC1=CC(=C(C(=O)NS(N(C)C)(=O)=O)C=C1F)OC1CCC1